CC1CCN(CC1)C12CCCC(CC1)N2 (4-methylpiperidin-1-yl)-8-azabicyclo[3.2.1]octane